C(C)(C)(C)OC(=O)N1CC2(CC(NC3=CC=C(C(=C23)F)Cl)=O)CCC1 6'-Chloro-5'-fluoro-2'-oxo-2',3'-dihydro-1'H-spiro[piperidine-3,4'-quinoline]-1-carboxylic acid tert-butyl ester